C(N)(=O)C=1C(=NN(C1)C1(C(CN(CC1)CC1=CC=C(C=C1)C=1OC(=CC1)CC)F)CC#N)NC(OC)=O methyl N-[4-carbamoyl-1-[4-(cyanomethyl)-1-[[4-(5-ethyl-2-furyl)phenyl]methyl]-3-fluoro-4-piperidyl]pyrazol-3-yl]carbamate